Cl.C(C)(C)N[C@@H](C)C(=O)O isopropyl-L-alaninate hydrochloride